(3'R)-3-(benzyloxy)-5',5'-difluoro-1'-(1H-imidazole-1-carbonyl)[1,3'-bipiperidin]-2-one C(C1=CC=CC=C1)OC1C(N(CCC1)[C@H]1CN(CC(C1)(F)F)C(=O)N1C=NC=C1)=O